ClC=1C=C(C=CC1Cl)NC(=O)N1C2CCC1CC=1N=C(N=CC12)C(F)(F)F N-(3,4-dichlorophenyl)-2-(trifluoromethyl)-6,7,8,9-tetrahydro-5H-5,8-epiminocyclohepta[d]-pyrimidine-10-carboxamide